(Z)-1-(4-(trifluoromethyl)phenyl)-1H-indole-3-carbaldehyde oxime FC(C1=CC=C(C=C1)N1C=C(C2=CC=CC=C12)\C=N/O)(F)F